2-(1,1-dimethylethyl)-cyclohexanol 1-acetate C(C)(=O)OC1C(CCCC1)C(C)(C)C